NC1=C(C=CC=C1)C(=O)C1=NC=CC(=C1)Cl (2-aminophenyl)-(4-chloropyridin-2-yl)-methanone